FC=1C=C2C=3C=C(C=CC3NC2=CC1)CC(=O)OC methyl 2-(6-fluoro-9H-carbazol-3-yl)acetate